diethyl 2,4-dibromoglutarate BrC(C(=O)OCC)CC(C(=O)OCC)Br